2-(benzo[d][1,3]dioxol-5-yloxy)acetamide O1COC2=C1C=CC(=C2)OCC(=O)N